(S)-N-((S)-2-(4-(3-(2-(2-(benzyloxy)ethoxy)ethoxy)-5,6-difluoro-1-methyl-1H-indole-2-carbonyl)piperazin-1-yl)-1-cyclohexyl-2-oxoethyl)-2-(methylamino)propanamide C(C1=CC=CC=C1)OCCOCCOC1=C(N(C2=CC(=C(C=C12)F)F)C)C(=O)N1CCN(CC1)C([C@H](C1CCCCC1)NC([C@H](C)NC)=O)=O